i-propyl α-allyloxymethylacrylate C(C=C)OCC(C(=O)OC(C)C)=C